CC1=CN=C(O1)CC(=O)O (5-methyl-1,3-oxazol-2-yl)acetic acid